C(C)OC=1C=C(C=CC1C=1NC(C2=C(N1)NN=N2)=O)C2=CC(=CC=C2)CC(C(=O)OC)C methyl 3-(3'-ethoxy-4'-(7-oxo-6,7-dihydro-3H-[1,2,3]triazolo[4,5-d]pyrimidin-5-yl)-[1,1'-biphenyl]-3-yl)-2-methylpropionate